[Cu].[Y].[Ba] barium-yttrium-copper